1,4,10,13-tetraoxa-7,16-diaza-octadecane OCCOCCNCCOCCOCCNCC